1-(7-(heptyloxy)-9-octyl-9H-carbazole-2-yl)-N1-phenylbenzene-1,4-diamine C(CCCCCC)OC1=CC=C2C=3C=CC(=CC3N(C2=C1)CCCCCCCC)C1(CC=C(C=C1)N)NC1=CC=CC=C1